3-[(3S)-5-(6-benzyloxy-3-fluoro-2-pyridyl)-6-chloro-2-imino-3-methyl-7-(trifluoromethyl)-3H-1,4-benzodiazepin-1-yl]-2-oxo-propanoic acid C(C1=CC=CC=C1)OC1=CC=C(C(=N1)C1=N[C@H](C(N(C2=C1C(=C(C=C2)C(F)(F)F)Cl)CC(C(=O)O)=O)=N)C)F